OCC[C@H]1CN(CCN1)C(=O)OC(C)(C)C (3S)-tert-butyl 3-(2-hydroxyethyl)-1-piperazinecarboxylate